COC(=O)C=1C(=CC=C(C1)N)C=1C(=CC(=CC1)N)C(=O)OC 4,4'-diamino-[1,1'-biphenyl]-2,2'-dicarboxylic acid dimethyl ester